N'-(4-{[3-(4-Chlorobenzyl)-1,2,4-thiadiazol-5-yl]oxy}-2,5-dimethylphenyl)-N-ethyl-N-methylimidoformamid ClC1=CC=C(CC2=NSC(=N2)OC2=CC(=C(C=C2C)N=CN(C)CC)C)C=C1